FC=1N=C2C=CC(=NC2=CC1)C=1C=C2C=C(NC2=CC1O)C 5-(6-fluoro-1,5-naphthyridin-2-yl)-2-methylindole-6-ol